C1(CC1)C=1C(=NON1)C(=O)N[C@@H](C1CCC(CC1)(F)F)C=1N=C2N(N=CC(=C2)[C@H](NC(C[C@H](C(F)(F)F)C)=O)C2CC2)C1 |o1:32| 4-Cyclopropyl-N-((S)-(7-((R)-cyclopropyl((R*)-4,4,4-trifluoro-3-methylbutanamido)methyl)imidazo[1,2-b]pyridazin-2-yl)(4,4-difluorocyclohexyl)methyl)-1,2,5-oxadiazole-3-carboxamide